4-benzyl-6-bromo-3,4-dihydro-2H-benzo[b][1,4]thiazine C(C1=CC=CC=C1)N1C2=C(SCC1)C=CC(=C2)Br